C(N)(OC(C=O)C(C)O)=O 3-hydroxy-1-oxobutan-2-yl carbamate